2-(m-tolyl)-N-(3-((2,2,2-trifluoroethyl)amino)propyl)benzo[d]imidazo[2,1-b]thiazole-7-carboxamide C1(=CC(=CC=C1)C=1N=C2SC3=C(N2C1)C=CC(=C3)C(=O)NCCCNCC(F)(F)F)C